N-(6-(benzo[d]thiazol-5-yl)-1-(p-tolyl)-1H-pyrazolo[3,4-d]pyrimidin-4-yl)-5-nitrothiophene-2-carboxamide S1C=NC2=C1C=CC(=C2)C2=NC(=C1C(=N2)N(N=C1)C1=CC=C(C=C1)C)NC(=O)C=1SC(=CC1)[N+](=O)[O-]